(4-(3-amino-1H-indazol-6-yl)-3-fluorophenyl)-1-(2-hydroxy-2-methylpropyl)-5-methyl-3-oxo-2-phenyl-2,3-dihydro-1H-pyrazole-4-carboxamide NC1=NNC2=CC(=CC=C12)C1=C(C=C(C=C1)NC(=O)C=1C(N(N(C1C)CC(C)(C)O)C1=CC=CC=C1)=O)F